COC(=O)C=1C=C2[C@H]([C@@H]([C@@H](N(C2=CC1)C(C)=O)CC)C)N Methyl-(2S,3S,4S)-1-acetyl-4-amino-2-ethyl-3-methyl-1,2,3,4-tetrahydroquinoline-6-carboxylate